((1r,4r)-4-((3-(2-Chloro-4-phenoxybenzyl)-1H-pyrrolo[2,3-b]pyridin-4-yl)amino)Cyclohexyl)methanol ClC1=C(CC2=CNC3=NC=CC(=C32)NC3CCC(CC3)CO)C=CC(=C1)OC1=CC=CC=C1